C12(CC3CC(CC(C1)C3)C2)C=2C(=CC(=C(C(=O)NC(C3=C(C=CC(=C3)OC)OC)=O)C2)O)O 5-adamantan-1-yl-N-(2,5-dimethoxybenzoyl)-2,4-dihydroxy-benzoic acid amide